meta-cresylacetate C1(=CC(=CC=C1)C)CC(=O)[O-]